FC=1C(=NC=CC1OC)CNC(=O)C=1C(=NN(C1)CC1=CC=C(C=C1)N1C(C=CC=C1)=O)N1CC(C1)(C)O N-((3-fluoro-4-methoxypyridin-2-yl)methyl)-3-(3-hydroxy-3-methylazetidin-1-yl)-1-(4-(2-oxopyridin-1(2H)-yl)benzyl)-1H-pyrazole-4-carboxamide